FC=1C=C2C(=CNC(C2=C(C1)F)=O)C(C)N(C(=O)NC1=CC=C(C=C1)F)CCCO 1-(1-(6,8-Difluoro-1-oxo-1,2-dihydroisoquinolin-4-yl)ethyl)-3-(4-fluorophenyl)-1-(3-hydroxypropyl)urea